C1(=CC=CC=C1)[Ru-](Cl)Cl phenyl-ruthenium (II) dichloride